tert-Butyl (S)-(1-(benzo[d]thiazol-2-yl)-1-oxo-3-(pyridin-4-yl)propan-2-yl)carbamate S1C(=NC2=C1C=CC=C2)C([C@H](CC2=CC=NC=C2)NC(OC(C)(C)C)=O)=O